N-(5-chloro-6-(oxazol-2-yl)pyridin-3-yl)-1-(isoquinolin-8-yl)-5-(trifluoromethyl)-1H-pyrazole-4-carboxamide ClC=1C=C(C=NC1C=1OC=CN1)NC(=O)C=1C=NN(C1C(F)(F)F)C=1C=CC=C2C=CN=CC12